FC=1SC2=C(C1)C=CC(=C2)C2=NN1C(CN([C@@H](C1)C)C(C=C)=O)=C2C2=CC=NC=C2 |r| 1-[(RS)-2-(2-fluoro-1-benzothiophen-6-yl)-6-methyl-3-(pyridin-4-yl)-6,7-dihydropyrazolo[1,5-a]pyrazin-5(4H)-yl]prop-2-en-1-one